C(CC)O[Ta](OCCC)(OCCC)(OCCC)OCCC pentan-propoxytantalum